[1-(3-methyloxetan-3-yl)piperidin-4-yl]quinazolin-2-amine CC1(COC1)N1CCC(CC1)C1=NC(=NC2=CC=CC=C12)N